CC1=CN2C(S1)=NC(=C2)C(=O)N 2-methylimidazo[2,1-b]thiazole-6-carboxamide